5-(2-(N,N-dimethylaminosulfonyl)ethyl)indole CN(S(=O)(=O)CCC=1C=C2C=CNC2=CC1)C